C(C)(C)(C)OC(=O)N1CC2(C1)CC(C2)=CC=2C=NC(=NC2)N 6-[(2-aminopyrimidin-5-yl)methylene]-2-azaspiro[3.3]heptane-2-carboxylic acid tert-butyl ester